CN([C@H]1CN2C(OC1)=C(C=N2)S(=O)(N(C(C2=CC=CC=C2)(C2=CC=CC=C2)C2=CC=CC=C2)C(NC2=C1CCCC1=C(C=1CCCC21)F)=O)=N)C (6S)-6-(dimethylamino)-N-((8-fluoro-1,2,3,5,6,7-hexahydro-s-indacen-4-yl)carbamoyl)-N-trityl-6,7-dihydro-5H-pyrazolo[5,1-b][1,3]oxazine-3-sulfonimidamide